N-(4-((2-amino-3-(phenylethynyl)pyridin-4-yl)oxy)-3-fluorophenyl)-1-(3-fluoropyridin-2-yl)-5-(Trifluoromethyl)-1H-pyrazole-4-carboxamide NC1=NC=CC(=C1C#CC1=CC=CC=C1)OC1=C(C=C(C=C1)NC(=O)C=1C=NN(C1C(F)(F)F)C1=NC=CC=C1F)F